NC1=NC=C(C=N1)C=1N=C(C=2N(C1)C=C(N2)C(=O)N)N2CCOCC2 6-(2-aminopyrimidin-5-yl)-8-morpholinoimidazo[1,2-a]pyrazine-2-carboxamide